C(#N)C1=CC(=C(C=C1)C1OC2=C(C1)C(=CC=C2)C2CCN(CC2)C(=O)OC(C)(C)C)F tert-butyl 4-(2-(4-cyano-2-fluorophenyl)-2,3-dihydrobenzofuran-4-yl)piperidine-1-carboxylate